C(C1=CC=CC=C1)C1(CC(=NO1)CNC(=O)C=1C(=NN(C1)C)C)C(=O)OC methyl 5-benzyl-3-((1,3-dimethyl-1H-pyrazole-4-carboxamido)methyl)-4,5-dihydroisoxazole-5-carboxylate